FC1(C(C1)CN1CCC(CC1)CS(=O)(=O)N1[C@H]2CC(C[C@@H]1CC2)NC(=O)C2=NOC(=C2)C2COC2)F N-((1R,3r,5S)-8-(((1-((2,2-Difluorocyclopropyl)methyl)piperidin-4-yl)methyl)sulfonyl)-8-azabicyclo[3.2.1]octan-3-yl)-5-(oxetan-3-yl)isoxazole-3-carboxamide